C(C)OC(=O)N1C(/C(/CC1)=C/C#CC1=NC(=CC=C1)C)(C)C.C1(=CC=CC2=CC=CC=C12)C=1C(=C(C(=C2C=C3C(=CC=C4C=5C=CC=CC5N=C34)C12)C1=NN=NC(=C1C1=C(C=CC=C1)C1=CC=CC=C1)C1=CC=CC=C1)C1=CC=CC=C1)C1=CC=CC2=CC=CC=C12 (dinaphthalenyl)(Phenyl)[phenyl(biphenylyl)triazinyl]indenocarbazole ethyl-(3E)-2,2-dimethyl-3-[3-(6-methylpyridin-2-yl)prop-2-yn-1-ylidene]pyrrolidine-1-carboxylate